tert-Butyl 3-((tert-butyldimethylsilyl)oxy)-2-(2-methoxybenzyl)pyrrolidine-1-carboxylate [Si](C)(C)(C(C)(C)C)OC1C(N(CC1)C(=O)OC(C)(C)C)CC1=C(C=CC=C1)OC